1-(4-{3-azaspiro[5.5]undecane-3-sulfonyl}phenyl)-3-(pyridin-3-ylmethyl)urea C1CN(CCC12CCCCC2)S(=O)(=O)C2=CC=C(C=C2)NC(=O)NCC=2C=NC=CC2